tetrahydro-1,4-benzoxazepine-4,7-dicarboxamide O1CCN(CC2C1=CC=C(C2)C(=O)N)C(=O)N